3-(5-(((1S,2S)-2-(3-(1-(2-methylcyclopropane-1-carbonyl)piperidin-4-yl)azetidin-1-yl)cyclohexyl)oxy)-1-oxoisoindolin-2-yl)piperidine-2,6-dione CC1C(C1)C(=O)N1CCC(CC1)C1CN(C1)[C@@H]1[C@H](CCCC1)OC=1C=C2CN(C(C2=CC1)=O)C1C(NC(CC1)=O)=O